C(CCCCCCCS)S 1,8-Octanedithiol